C(CCC)N1C(C=2N(C3=C1CCOC3)C=NN2)=O 5-butyl-5,6,7,9-tetrahydro-4H-pyrano[4,3-e][1,2,4]triazolo[4,3-a]pyrazin-4-one